6-(2-chloroacetyl)-3,4-dihydroquinolin-2(1H)-one ClCC(=O)C=1C=C2CCC(NC2=CC1)=O